Cl/C=C/C[C@H](C(=O)O)C(C)C trans-(2S)-5-chloro-2-isopropyl-4-pentenoic acid